C(C)N1C(=NC2=NC(=CC=C21)C#C[Si](C)(C)C)C 1-ethyl-2-methyl-5-[2-(trimethylsilyl)ethynyl]imidazo[4,5-b]pyridine